BrC=1C(=CC(=C(C=O)C1)[N+](=O)[O-])N1[C@@H]2CO[C@H](C1)C2 5-bromo-2-nitro-4-[(1S,4S)-2-oxa-5-azabicyclo[2.2.1]heptan-5-yl]benzaldehyde